glucose monocaprylate C(CCCCCCC)(=O)O.O=C[C@H](O)[C@@H](O)[C@H](O)[C@H](O)CO